CO[Si](CCCCO[Si](OC)(OC)CCCOC(C(=C)C)=O)(OC)OC 3-(trimethoxysilyl)propyl-3-(methacryloyloxy)propyltrimethoxysilane